tert-butyl (3R*,4R*)-3-(heptylcarbamoyl)-4-hydroxypyrrolidine-1-carboxylate C(CCCCCC)NC(=O)[C@@H]1CN(C[C@@H]1O)C(=O)OC(C)(C)C |o1:10,14|